CC1=NN(C=C1N1C[C@H]2CC[C@@H](C1)N2)C2=CC=C(C=C2)OC(F)(F)F (1R,5S)-3-[3-methyl-1-[4-(trifluoromethoxy)phenyl]pyrazol-4-yl]-3,8-diazabicyclo[3.2.1]octane